N1(N=NC2=C1C=CC=C2)CC[N+](C)(C)C 2-(1H-benzo[d][1,2,3]triazol-1-yl)-N,N,N-trimethylethan-1-aminium